O1C(CCCC1)O[C@@H](C)C=1N(C=CN1)CC1=NOC(=C1)C1=CC=C(C=C1)C#CC1=CC=C(OCCO)C=C1 2-(4-((4-(3-((2-((1S)-1-((tetrahydro-2H-pyran-2-yl)oxy)ethyl)-1H-imidazole-1-yl)methyl)isoxazol-5-yl)phenyl)ethynyl)phenoxy)ethan-1-ol